FC=1C=C(C=NC1)COC1=NC=C(C=N1)C=1C=CC(N(N1)CC=1C=NC=C(C1)F)=O 6-(2-((5-fluoropyridin-3-yl)methoxy)pyrimidin-5-yl)-2-((5-fluoropyridin-3-yl)methyl)pyridazin-3(2H)-one